CC1(NC2=CC=CC(=C2CC1)N1CCN(CC1)C)C 2,2-dimethyl-5-(4-methylpiperazin-1-yl)-1,2,3,4-tetrahydroquinoline